dimethylcyclohexenealdehyde CC1C(=C(CCC1)C=O)C